(6-(7-methyl-5H-pyrrolo[2,3-b]pyrazin-2-yl)-8-((R)-morpholin-3-yl)-3,4-dihydroisoquinolin-2(1H)-yl)((S)-3-methylmorpholine) CC1=CNC2=NC=C(N=C21)C=2C=C1CCN(CC1=C(C2)[C@H]2NCCOC2)N2[C@H](COCC2)C